7-chloro-4-methyl-1-(2-chloropyridin-3-yl)-4,5-dihydropyrrolo[2,3,4-de]quinazolin-2(1H)-one ClC=1C=C2C=3C(=NC(N(C3C1)C=1C(=NC=CC1)Cl)=O)N(C2)C